C(C)(C)(C)OC(N(C)C1=NC(=CC2=C1C(NN=C2CCl)=O)C=2C=NN(C2C2=C(C(=CC(=C2C#N)OC2CC2)Cl)F)C)=O (7-(5-(3-chloro-6-cyano-5-cyclopropyloxy-2-fluorophenyl)-1-methyl-1H-pyrazol-4-yl)-1-(chloromethyl)-4-oxo-3,4-dihydropyrido[3,4-d]pyridazin-5-yl)(methyl)carbamic acid tert-butyl ester